strontium-zirconium salt [Zr].[Sr]